(1R,1S,8r)-4-Benzyl 8-ethyl 4-azabicyclo[5.1.0]octane-4,8-dicarboxylate [C@H]12CCN(CCC2C1C(=O)OCC)C(=O)OCC1=CC=CC=C1